FC1=CC=C(CCNC2=NC=C(C=N2)C(=O)NN)C=C1 2-((4-fluorophenethyl)amino)pyrimidine-5-carbohydrazide